O.Cl.N1C(CCCC1)=O piperidinone hydrochloride monohydrate